2,2'-azobisisobutyrate N(=NC(C(=O)[O-])(C)C)C(C(=O)[O-])(C)C